8-amino-4,4-dimethyl-N-{4-[(1-methylpiperidin-4-yl)carbamoyl]phenyl}-1-[3-(tetrahydro-2H-pyran-2-yloxy)propyl]-4,5-dihydro-1H-pyrazolo[4,3-H]quinazoline-3-carboxamide NC1=NC=2C3=C(C(CC2C=N1)(C)C)C(=NN3CCCOC3OCCCC3)C(=O)NC3=CC=C(C=C3)C(NC3CCN(CC3)C)=O